CC=1N=CC2=C(N(CC=3C=C4C(=CC23)C=NN4COCC[Si](C)(C)C)C)N1 3,5-dimethyl-8-((2-(trimethylsilyl)ethoxy)methyl)-6,8-dihydro-5H-pyrazolo[4,3-g]pyrimido[4,5-c]isoquinoline